ClC1=NC=C(C(=C1)C1=C(C=NC(=C1)C)C(=O)NC=1SC2=C(N1)CN(C2)C(=O)C2=CC=NN2C(F)F)OC 2'-chloro-N-(5-(1-(difluoromethyl)-1H-pyrazole-5-carbonyl)-5,6-dihydro-4H-pyrrolo[3,4-d]thiazol-2-yl)-5'-methoxy-6-methyl-[4,4'-bipyridine]-3-carboxamide